(S)-4-(5-(3-((benzyloxy)methyl)azetidin-1-yl)pyrimidin-2-yl)-2-((5-(1-methyl-1H-pyrazol-4-yl)-1H-[1,2,3]triazolo[4,5-b]pyrazin-1-yl)methyl)morpholine C(C1=CC=CC=C1)OCC1CN(C1)C=1C=NC(=NC1)N1C[C@H](OCC1)CN1N=NC=2C1=NC=C(N2)C=2C=NN(C2)C